14-ethyl-11-fluoro-6,7,13,14-tetrahydro-1,15-ethenopyrazolo[4,3-f][1,4,8,10]benzoxatriazacyclotridecin C(C)N1C2=NC3=C(C=NCCOC4=C(C1)C=C(C=C4)F)C=NN3C=C2